methyl 4-((2,4-dimethoxybenzyl) amino)-1-methylimidazo[1,5-a]quinoxaline-8-carboxylate COC1=C(CNC=2C=3N(C4=CC(=CC=C4N2)C(=O)OC)C(=NC3)C)C=CC(=C1)OC